BrC1=CC=C2[C@@]3(CC=4C(=NOC4C2=C1)NS(=O)(=O)C1=C(C=C(C(=O)NC)C=C1OC)OC)[C@H]([C@@H]3C)F 4-(N-((1S,2S,3R)-8'-bromo-2-fluoro-3-methyl-4'H-spiro[cyclopropane-1,5'-naphtho[2,1-d]isoxazol]-3'-yl)sulfamoyl)-3,5-dimethoxy-N-methylbenzamide